methyl (R)-3-((5-fluoro-2-(1-(2-fluorobenzyl)-5-(isoxazol-3-yl)-1H-pyrazol-3-yl) pyrimidin-4-yl) (methyl) amino)-4-methylpentanoate FC=1C(=NC(=NC1)C1=NN(C(=C1)C1=NOC=C1)CC1=C(C=CC=C1)F)N([C@H](CC(=O)OC)C(C)C)C